6-bromo-2,2-difluoro-4-methylene-1,2,3,4-tetrahydro-2aH-cyclopenta[cd]inden-2a-ol BrC=1C=C2C=3C(C(CC3C1)(F)F)(CC2=C)O